gallium magnesium salt [Mg].[Ga]